C1(OCCC2=CC=CC=C12)NS(=O)(=O)C1=CC=C(C)C=C1 N-(Isochroman-1-yl)-p-Toluenesulfonamide